tert-butyl (2-(3-(3-((6-chloro-3-(methylcarbamoyl)pyridazin-4-yl)amino)-2-methoxyphenyl)-1H-1,2,4-triazol-1-yl)ethyl)carbamate ClC1=CC(=C(N=N1)C(NC)=O)NC=1C(=C(C=CC1)C1=NN(C=N1)CCNC(OC(C)(C)C)=O)OC